dihydrospiro[cyclobutane-1,1'-pyrano[4,3-c]pyridine] C12(OCCC=3C=NC=CC31)CCC2